[N-](S(=O)(=O)C(F)(F)F)S(=O)(=O)C(F)(F)F.C(CCCCCCC)[P+](CCCC)(CCCC)CCCC octyltributylphosphonium bis(trifluoromethanesulfonyl)imide salt